N(=C=S)C=1C(N(C=C(C1)C(F)(F)F)C)=O 3-isothiocyanato-1-methyl-5-(trifluoromethyl)pyridin-2(1H)-one